N1(N=CC=C1)C=1C=CC(=C2C=NNC12)C1=CN=C(N=N1)NC1C[C@H]2CCC[C@@H](C1)N2 (1R,5S)-N-[6-(7-pyrazol-1-yl-1H-indazol-4-yl)-1,2,4-triazin-3-yl]-9-azabicyclo[3.3.1]nonan-3-amine